C1(CCCCC1)NC=1C2=C(N=C(N1)NC1=CC=C(C=3OCCOC31)C(=O)N3CCOCC3)NC=C2C#N cyclohexylamino-2-((8-(morpholine-4-carbonyl)-2,3-dihydrobenzo[b][1,4]dioxin-5-yl)amino)-7H-pyrrolo[2,3-d]pyrimidine-5-carbonitrile